ClC1=C2CC(CC2=CC=C1)CNCCC1CN(C(O1)=O)C=1C=CC=2OCC(NC2N1)=O 6-[5-[2-[(4-chloro-2,3-dihydro-1H-inden-2-yl)methylamino]ethyl]-2-oxo-1,3-oxazolidin-3-yl]-4H-pyrido[3,2-b][1,4]oxazin-3-one